(3S)-3-{[(1S,3aR,6aS)-2-(4,6-dichloro-1H-indole-2-carbonyl)-hexahydro-1H-cyclopenta[c]pyrrol-1-yl]formamido}-2-oxo-4-[(3S)-2-oxopyrrolidin-3-yl]butyl 2-methylpropanoate CC(C(=O)OCC([C@H](C[C@H]1C(NCC1)=O)NC(=O)[C@H]1N(C[C@H]2[C@@H]1CCC2)C(=O)C=2NC1=CC(=CC(=C1C2)Cl)Cl)=O)C